N-((4,6-dimethyl-2-oxo-1,2-dihydropyridin-3-yl)methyl)-2-(furan-2-yl)thieno[3,2-d]pyrimidine-4-carboxamide CC1=C(C(NC(=C1)C)=O)CNC(=O)C=1C2=C(N=C(N1)C=1OC=CC1)C=CS2